(3R)-3-(4-Chlorophenyl)-2-[(5-chloropyridin-2-yl)methyl]-6-[1-hydroxy-1-(pyridin-3-yl)ethyl]-3-methoxy-2,3-dihydro-1H-isoindol-1-on ClC1=CC=C(C=C1)[C@@]1(N(C(C2=CC(=CC=C12)C(C)(C=1C=NC=CC1)O)=O)CC1=NC=C(C=C1)Cl)OC